C1(=CC=CC=C1)C1=NC(=CC(=C1)C1=NC(=CC(=C1)C1=CC=C(C=C1)C1=CC(=NC(=C1)N1C=2C=CC=CC2C=2C3=C(C=CC12)C=CC=C3)N3C=1C=CC=CC1C=1C2=C(C=CC31)C=CC=C2)C2=CC(=NC(=C2)C2=CC=CC=C2)C2=CC=CC=C2)C2=CC=CC=C2 7,7'-(4-(4-(2,2'',6,6''-tetraphenyl-[4,2':6',4''-terpyridin]-4'-yl)phenyl)pyridine-2,6-diyl)bis(7H-benzo[c]carbazole)